(S)-2-(3-((6-((1-(3-(tert-butyl)phenyl)ethyl)carbamoyl)-7-fluoro-1-isobutyl-1H-indol-3-yl)methyl)phenoxy)-2-methylpropanoic acid C(C)(C)(C)C=1C=C(C=CC1)[C@H](C)NC(=O)C1=CC=C2C(=CN(C2=C1F)CC(C)C)CC=1C=C(OC(C(=O)O)(C)C)C=CC1